1-bromo-2,3,5,6-tetrafluorobenzene BrC1=C(C(=CC(=C1F)F)F)F